N-(Benzo[d][1,3]dioxol-4-yl)-N-(2-(benzylamino)-2-oxo-1-phenylethyl)-propiolamide O1COC2=C1C=CC=C2N(C(C#C)=O)C(C(=O)NCC2=CC=CC=C2)C2=CC=CC=C2